ethyl 2-bromo-4,4-difluoro-3-oxobutyrate BrC(C(=O)OCC)C(C(F)F)=O